FC1=C2C(=NC(N(C2=CC=C1)C([2H])([2H])[2H])=O)N1CCOCC2=C1C=CC=C2C#CC2(CN(CC2)C(=O)OC(C)(C)C)C(F)(F)F tert-butyl 3-[2-[1-[5-fluoro-2-oxo-1-(trideuteriomethyl)quinazolin-4-yl]-3,5-dihydro-2H-4,1-benzoxazepin-6-yl]ethynyl]-3-(trifluoromethyl)pyrrolidine-1-carboxylate